ClC=1N=CC=2N(C1)N=CC2C(=O)NC2=C(C=CC(=C2)NC(CCl)=O)F 6-chloro-N-(5-(2-chloroacetamido)-2-fluorophenyl)pyrazolo[1,5-a]pyrazine-3-carboxamide